ClC=1C=C(C=C2C=C(NC12)C(=O)N[C@H](C(=O)N[C@@H](C[C@H]1C(NC(C1)(C)C)=O)C#N)CC1CC1)OC 7-chloro-N-[(1S)-2-[[(1S)-1-cyano-2-[(3R)-5,5-dimethyl-2-oxo-pyrrolidin-3-yl]ethyl]amino]-1-(cyclopropylmethyl)-2-oxo-ethyl]-5-methoxy-1H-indole-2-carboxamide